ClC=1C=C(CNCCC(=O)NCCCNC2=C3C=NNC3=CC(=C2)C2=C(C=NC=C2)F)C=CC1OC(F)(F)F 3-((3-chloro-4-(trifluoromethoxy)benzyl)amino)-N-(3-((6-(3-fluoropyridin-4-yl)-1H-indazol-4-yl)amino)propyl)propanamide